O1C(CCCC1)ON (tetrahydropyran-2-oxy)-amine